C1=CC=CC=2N=C(C3=C(CC21)C=CC=C3)N3CCN(CC3)CC3(CC3)C(=O)OC methyl 1-((4-(11H-dibenzo[b,e]azepin-6-yl)piperazin-1-yl)methyl)cyclopropanecarboxylate